C(C)(C)(C)OC(=O)N1C[C@H](CC1)C(=O)NC=1C=CC(=NC1)C(=O)OC methyl 5-[(3S)-1-[(tert-butoxy)carbonyl]pyrrolidine-3-amido]pyridine-2-carboxylate